(R)-5-(2-amino-[1,2,4]triazolo[1,5-a]pyridin-7-yl)-2-methoxy-N-(1-(3-(trifluoromethoxy)phenyl)ethyl-2,2,2-d3)nicotinamide NC1=NN2C(C=C(C=C2)C=2C=NC(=C(C(=O)N[C@H](C([2H])([2H])[2H])C3=CC(=CC=C3)OC(F)(F)F)C2)OC)=N1